NC1=NC=CC(=C1Cl)SC1=CN=C(C(N1)=O)N1CCC2(CC1)CC1=C(N=CS1)C2N 6-((2-amino-3-chloropyridin-4-yl)thio)-3-(4-amino-4,6-dihydrospiro[cyclopenta[d]thiazole-5,4'-piperidin]-1'-yl)pyrazin-2(1H)-one